[Pd].[Pd].C(C1=CC=CC=C1)=CC(C)=O.C(C1=CC=CC=C1)=CC(C)=O.C(C1=CC=CC=C1)=CC(C)=O Tri(benzylideneacetone) dipalladium